2-((tosyloxy)methyl)pyrrolidine-1-carboxylate S(=O)(=O)(C1=CC=C(C)C=C1)OCC1N(CCC1)C(=O)[O-]